N1(N=CN=C1)CC=1N=NN(C1)CC(=O)C1=CC=CC=C1 2-(4-((1H-1,2,4-triazol-1-yl)methyl)-1H-1,2,3-triazol-1-yl)-1-phenylethan-1-one